6-bromo-4-(4-cyano-3-fluorophenyl)-8-methyl-7-oxo-7,8-dihydropyrido[2,3-d]pyrimidin-2-ylpiperidin-4-carbamate BrC1=CC2=C(N=C(N=C2C2=CC(=C(C=C2)C#N)F)OC(NC2CCNCC2)=O)N(C1=O)C